5-bromo-3-(trifluoromethyl)quinoline BrC1=C2C=C(C=NC2=CC=C1)C(F)(F)F